3-(3-Chloro-5-phenethoxyphenyl)-5-(2,4-dimethoxypyrimidin-5-yl)-2H-[1,3'-bipyridin]-2-one ClC=1C=C(C=C(C1)OCCC1=CC=CC=C1)C=1C(N(C=C(C1)C=1C(=NC(=NC1)OC)OC)C=1C=NC=CC1)=O